racemic-1-[(4-methoxyphenyl)methyl]-4-nitro-3-[2,2,2-trifluoro-1-methyl-ethoxy]pyrazole COC1=CC=C(C=C1)CN1N=C(C(=C1)[N+](=O)[O-])O[C@@H](C(F)(F)F)C |r|